tert-butyl ((3S)-2-hydroxy-5-methyl-1-(N-(((S)-2-oxopyrrolidin-3-yl)methyl)acrylamido)hexan-3-yl)carbamate OC(CN(C(C=C)=O)C[C@H]1C(NCC1)=O)[C@H](CC(C)C)NC(OC(C)(C)C)=O